ClC[Si](OCC)(OCC)C (chloromethyl)(methyl)diethoxysilane